NC1=NC2=CC(=CC=C2C=C1Cl)CN(C(=O)C=1C=NC=C(C1)C#N)C1=C(C=C(C=C1)F)S(=O)(=O)C N-[(2-amino-3-chloroquinolin-7-yl)methyl]-5-cyano-N-(4-fluoro-2-methanesulfonylphenyl)pyridine-3-carboxamide